C1=2C=C(C=CC2CC1)C=N[S@](=O)C(C)(C)C (R)-N-(bicyclo[4.2.0]oct-1(6),2,4-trien-3-ylmethylene)-2-methylpropan-2-sulfinamide